2,3-dioleyl-1-palmitoylglycerol C(CCCCCCC\C=C/CCCCCCCC)OC(COC(CCCCCCCCCCCCCCC)=O)COCCCCCCCC\C=C/CCCCCCCC